C(CCCCCCC)[Si](N(S(=O)(=O)F)[Si](C)(C)CCCCCCCC)(C)C N,N-bis(octyldimethylsilyl)sulfamoyl fluoride